5-bromo-2-tert-butyl-3-methyl-imidazo[4,5-b]pyrazine BrC=1N=C2C(=NC1)N=C(N2C)C(C)(C)C